O=C([C@H](O)[C@@H](O)[C@H](O)[C@H](O)CO)O.C(CCCCCCC)NC=1N=C(NC(N1)(C)C)NCC1=CC=C(C=C1)C 4-octylamino-1,6-dihydro-6,6-dimethyl-2-(4'-methylbenzylamino)-1,3,5-triazine gluconate